C(C)(C)C1=C(C=CC=C1)C1=NC=C2N(C(N(C2=N1)CC1=CC=C(C=C1)C1=NN(C(=N1)OC)C)=O)C 2-(2-isopropylphenyl)-9-(4-(5-methoxy-1-methyl-1H-1,2,4-triazol-3-yl)benzyl)-7-methyl-7,9-dihydro-8H-purin-8-one